FC=1C(=CC(=C(OC2(CCC2)C#N)C1)[N+](=O)[O-])[N+](=O)[O-] 1-(5-fluoro-2,4-dinitrophenoxy)cyclobutane-1-carbonitrile